C1(=CC=CC=C1)S(=O)(=O)C1=CN=C(S1)C(=O)O 5-(phenylsulfonyl)thiazole-2-carboxylic acid